(S)-10-((cyclopropyl(4-hydroxycyclohexyl)amino)methyl)-4-ethyl-8-fluoro-4-hydroxy-11-methyl-1,12-dihydro-14H-pyrano[3',4':6,7]indolizino[2,1-b]quinoline-3,6,14(4H,11H)-trione C1(CC1)N(C1CCC(CC1)O)CC=1C=C(C=C2C(C3=C(N(C12)C)CN1C(C2=C(C=C13)[C@@](C(OC2)=O)(O)CC)=O)=O)F